FC(OC=1C=C(C=CC1)C1[C@@H]2CN(C[C@H]12)C(=O)OC(C)(C)C)(F)F tert-Butyl (1R,5S,6s)-6-(3-(trifluoromethoxy)phenyl)-3-azabicyclo[3.1.0]hexane-3-carboxylate